C(CC)C1=C(C(=C(C(=C1C(=O)O)CCC)C(=O)O)C(=O)O)CCC tripropyl-1,3,4-benzenetricarboxylic acid